BrC=1C(=C(C=CC1)C1=CCN(CC1)C(=O)OC(C)(C)C)OCC(C1=CC=CC=C1)O Tert-Butyl 4-(3-Bromo-2-(2-Hydroxy-2-Phenylethoxy)phenyl)-5,6-Dihydropyridine-1(2H)-Carboxylate